COCCOC1=CC=C(C=C1)C=1C(=NC(=CN1)CCC(C(F)(F)F)(F)F)N1CCC(CC1)C(=O)O 1-(3-(4-(2-methoxyethoxy)phenyl)-6-(3,3,4,4,4-pentafluorobutyl)pyrazin-2-yl)piperidine-4-carboxylic acid